C(CCC)N(CCCC)[Si](C1=CC=C(C=C1)C=C)(N(CCCC)CCCC)N(CCCC)CCCC tris(di-n-butylamino)-4-vinylphenylsilane